5-{2-amino-[1,2,4]triazolo-[1,5-a]pyridin-7-yl}-N-{[2-(cyclopentyloxy)-pyridin-3-yl]methyl}-2-methylpyridine-3-carboxamide NC1=NN2C(C=C(C=C2)C=2C=C(C(=NC2)C)C(=O)NCC=2C(=NC=CC2)OC2CCCC2)=N1